(S)-(4-(difluoromethyl)oxazol-5-yl)(4-(4-methylbenzo[d]oxazol-2-yl)-6,7-dihydro-1H-imidazo[4,5-c]pyridin-5(4H)-yl)methanone FC(C=1N=COC1C(=O)N1[C@@H](C2=C(CC1)NC=N2)C=2OC1=C(N2)C(=CC=C1)C)F